Rac-N-(2-chloro-6-{[1-(propan-2-yl)pyrrolidin-3-yl]oxy}phenyl)-4-(5-cyclopropyl-1,2,4-oxadiazole-3-yl)-4-methylpiperidine-1-carboxamide ClC1=C(C(=CC=C1)O[C@H]1CN(CC1)C(C)C)NC(=O)N1CCC(CC1)(C)C1=NOC(=N1)C1CC1 |r|